NC1=C(C(=O)N(C)C)C=C(C=C1)C=1C=C2C(=NC1)NCC21CC1 2-Amino-5-(1',2'-dihydrospiro[cyclopropane-1,3'-pyrrolo[2,3-b]pyridin]-5'-yl)-N,N-dimethylbenzamide